5-((4-(N,N-dimethylsulfamoyl)phenyl)thio)-1H-1,2,3-triazole-4-carboxylic acid CN(S(=O)(=O)C1=CC=C(C=C1)SC1=C(N=NN1)C(=O)O)C